C(=O)C1=C(C=CC=C1)C(C#N)C 2-(2-formylphenyl)propionitrile